ClC1=CC=C(C=C1)N1N=CC(=C1N)C(=O)OCC ethyl 1-(4-chlorophenyl)-5-amino-1H-pyrazole-4-carboxylate